ICC1(COC(OC1)(C)C)CN1N=NC(=C1)C(=O)OC1=C(C(=CC(=C1F)F)F)F 2,3,5,6-tetrafluorophenyl 1-((5-(iodomethyl)-2,2-dimethyl-1,3-dioxan-5-yl)methyl)-1H-1,2,3-triazole-4-carboxylate